FC=1C(=C(C=CC1F)[C@@H]1[C@H](O[C@@]([C@H]1C)(C(F)(F)F)C)C(=O)NC1=CC(=NC=C1)C(=O)N)C (2S,3R,4S,5S)-4-[[3-(3,4-Difluoro-2-methyl-phenyl)-4,5-dimethyl-5-(trifluoromethyl)tetrahydrofuran-2-carbonyl]amino]pyridin-2-carboxamid